1-dodecyl-2-(hydroxymethyl)pyridinium bromide [Br-].C(CCCCCCCCCCC)[N+]1=C(C=CC=C1)CO